C1(CCC1)C(NS(=O)C(C)(C)C)C1=NC=CC=C1C1=CC=C(C=C1)F N-(cyclobutyl-(3-(4-fluorophenyl)pyridin-2-yl)methyl)-2-methylpropan-2-sulfinamide